(R)-4-(trifluoromethyl)-6-((1-(4-(5-(trifluoromethyl)pyrimidin-2-yl)piperazine-1-carbonyl)piperidin-3-yl)amino)pyridazin-3(2H)-one FC(C=1C(NN=C(C1)N[C@H]1CN(CCC1)C(=O)N1CCN(CC1)C1=NC=C(C=N1)C(F)(F)F)=O)(F)F